6-bromo-2-(methyl-d3)pyridazin-3(2H)-one BrC=1C=CC(N(N1)C([2H])([2H])[2H])=O